Dipentyl-4,4'-((2-(4-(N-(2-(dinonylamino)ethyl)-N-nonylglycyl)piperazin-1-yl)-2-oxoethyl)azanediyl)dibutyrate C(CCCC)OC(CCCN(CCCC(=O)OCCCCC)CC(=O)N1CCN(CC1)C(CN(CCCCCCCCC)CCN(CCCCCCCCC)CCCCCCCCC)=O)=O